1-(cyclopropanecarbonyl)azetidin-3-yl (1-(4-(2,6-dioxopiperidin-3-yl)-3,5-difluorophenyl)azetidin-3-yl)carbamate O=C1NC(CCC1C1=C(C=C(C=C1F)N1CC(C1)NC(OC1CN(C1)C(=O)C1CC1)=O)F)=O